Methyl (S)-2-(4-(6-((6-chloro-4-fluoropyridin-3-yl)methoxy)pyridin-2-yl)-2,5-difluorobenzyl)-1-(oxetan-2-ylmethyl)-1H-benzo[d]imidazole-6-carboxylate ClC1=CC(=C(C=N1)COC1=CC=CC(=N1)C1=CC(=C(CC2=NC3=C(N2C[C@H]2OCC2)C=C(C=C3)C(=O)OC)C=C1F)F)F